N-methyliminocarboxamide CN=NC=O